(4-methylthiophene-3-yl)boronic acid CC=1C(=CSC1)B(O)O